(4-(pyrrolidin-1-yl)piperidin-1-yl)methanone N1(CCCC1)C1CCN(CC1)C=O